C(C)OC(CCCCCCCN1CCC(CC1)N)=O 8-(4-Aminopiperidin-1-yl)octanoic acid ethyl ester